N-(3,4-difluorophenyl)-4-[2-[(1-ethyl-1-methyl-prop-2-ynyl)amino]-2-oxo-acetyl]-1,3,5-trimethyl-pyrrole-2-carboxamide FC=1C=C(C=CC1F)NC(=O)C=1N(C(=C(C1C)C(C(=O)NC(C#C)(C)CC)=O)C)C